OC[C@](C)(O)C1=CC(=C(S1)S(=O)(N)=NC(NC1=C2C(=NC3=C1CCC3)C3(CC2)CC3)=O)F 5-((S)-1,2-dihydroxypropan-2-yl)-3-fluoro-N'-((1',5',6',7'-tetrahydro-2'H-spiro[cyclopropane-1,3'-dicyclopenta[b,e]pyridin]-8'-yl)carbamoyl)thiophene-2-sulfonimidamide